COC(C1=NC=C(C=C1N(C(=O)OC(C)(C)C)C(=O)OC(C)(C)C)C)=O 3-(bis(tert-butoxycarbonyl)amino)-5-methyl-picolinic acid methyl ester